BrC=1C=C(C(=NC1)OCCC1N(CCCC1)C)NS(=O)(=O)C1=CC=CC=C1 N-(5-Bromo-2-(2-(1-methylpiperidin-2-yl)ethoxy)pyridin-3-yl)benzenesulfonamide